1-(4-(6-chloro-2-(2-(dimethylamino)ethoxy)-8-fluoro-7-(5-methyl-1H-indazol-4-yl)quinazolin-4-yl)piperazin-1-yl)prop-2-en-1-one ClC=1C=C2C(=NC(=NC2=C(C1C1=C2C=NNC2=CC=C1C)F)OCCN(C)C)N1CCN(CC1)C(C=C)=O